ClC1=C2C(=NC=C1OC=1C=NN3C1C(=NC=C3)NC)N=C(N2C)NC2=NN(C(=C2)C(F)(F)F)[C@@H]2[C@H](COC2)O (3R,4S)-4-(3-((7-chloro-1-methyl-6-((4-(methylamino)pyrazolo[1,5-a]pyrazin-3-yl)oxy)-1H-imidazo[4,5-b]pyridin-2-yl)amino)-5-(trifluoromethyl)-1H-pyrazol-1-yl)tetrahydrofuran-3-ol